N-(2-(4-(Dimethyl-amino)piperidin-1-yl)-5-(3'-methyl-2'-oxo-2',3'-dihydro-spiro[cyclopropane-1,1'-pyrrolo[2,3-c]quinolin]-8'-yl)pyridin-3-yl)cyclopropane-sulfonamide CN(C1CCN(CC1)C1=NC=C(C=C1NS(=O)(=O)C1CC1)C1=CC=2C3=C(C=NC2C=C1)N(C(C31CC1)=O)C)C